FC(OC1=C(C=CC(=C1)OC1CN(C1)CCCF)C1N(C(CC2=C1NC1=CC=CC=C21)C)CC(F)(F)F)F 1-(2-(Difluoromethoxy)-4-((1-(3-fluoropropyl)azetidin-3-yl)oxy)phenyl)-3-methyl-2-(2,2,2-Trifluoroethyl)-2,3,4,9-tetrahydro-1H-pyrido[3,4-b]indole